6-(2,6-Dichlorophenyl)-8-methyl-2-(4-morpholin-4-ylanilino)pyrido[2,3-d]pyrimidin-7-one ClC1=C(C(=CC=C1)Cl)C1=CC2=C(N=C(N=C2)NC2=CC=C(C=C2)N2CCOCC2)N(C1=O)C